7-bromo-5-methyl-1-tosyl-1H-indole BrC=1C=C(C=C2C=CN(C12)S(=O)(=O)C1=CC=C(C)C=C1)C